(1S,2R,5R)-2-(prop-1-en-2-yl)-3,8-diazabicyclo[3.2.1]octane-8-carboxylic acid tert-butyl ester C(C)(C)(C)OC(=O)N1[C@@H]2[C@H](NC[C@H]1CC2)C(=C)C